tert-butyl (S)-(1-(6-chloropyrido[2,3-b]pyrazin-2-yl)azepan-4-yl)(methyl)carbamate ClC=1C=CC=2C(=NC=C(N2)N2CC[C@H](CCC2)N(C(OC(C)(C)C)=O)C)N1